O=C(C)C=CC 2-oxo-pentene